8-(2-amino-6-((R)-2,2,2-trifluoro-1-(3'-methoxy-[1,1'-biphenyl]-4-yl)ethoxy)pyrimidin-4-yl)-2-azaspiro[4.5]dec-7-ene-3-carboxylic acid hydrochloride salt Cl.NC1=NC(=CC(=N1)C1=CCC2(CC(NC2)C(=O)O)CC1)O[C@@H](C(F)(F)F)C1=CC=C(C=C1)C1=CC(=CC=C1)OC